FC1(CC(C1)N(C(=O)N1C=NC=C1)C)F N-(3,3-difluorocyclobutyl)-N-methyl-1H-imidazole-1-carboxamide